2'-amino-[1,1':4',1''-terphenyl]-4,4''-dicarboxylic acid NC1=C(C=CC(=C1)C1=CC=C(C=C1)C(=O)O)C1=CC=C(C=C1)C(=O)O